O1C=CC2=NC(=CC=C21)C#N furo[3,2-b]pyridine-5-carbonitrile